S1C(=NC2=C1C=CC=C2)NC2=C(C=C(N=N2)N(C=2SC(=C(N2)C(=O)OCC)CCCOC2=C(C=C(C=C2)C#CCO)F)C)C ethyl 2-({6-[(1,3-benzothiazol-2-yl)amino]-5-methylpyridazin-3-yl}(methyl)amino)-5-{3-[2-fluoro-4-(3-hydroxyprop-1-yn-1-yl)phenoxy]propyl}-1,3-thiazole-4-carboxylate